4-fluoro-N-[(1s,4s)-4-{[2-(dimethylamino)-6-(trifluoromethyl)pyrimidin-4-yl]amino}cyclohexyl]benzamide FC1=CC=C(C(=O)NC2CCC(CC2)NC2=NC(=NC(=C2)C(F)(F)F)N(C)C)C=C1